5-(N-tert-butoxycarbonyl-S-methyl-sulfonimidoyl)thiophene-2-carboxylic acid C(C)(C)(C)OC(=O)N=S(=O)(C)C1=CC=C(S1)C(=O)O